5-[[(2S)-1-hydroxy-3-methoxypropan-2-yl]amino]-4-(trifluoromethyl)-2-[[2-(trimethyl-silyl)ethoxy]methyl]-2,3-dihydropyridazin-3-one OC[C@@H](COC)NC1=C(C(N(N=C1)COCC[Si](C)(C)C)=O)C(F)(F)F